3,5-difluoro-4-[3-[(4-methoxyphenyl)methyl]-3,4,7,9,13,14-hexazatetracyclo[7.6.1.02,6.013,16]hexadeca-1(16),2(6),4,7,14-pentaen-8-yl]benzonitrile FC=1C=C(C#N)C=C(C1C1=NC=2C=NN(C2C=2C=NN3CCCN1C23)CC2=CC=C(C=C2)OC)F